8-(4-chlorophenyl)-N-ethyl-7-[(4-methoxyphenyl)methoxy]pyrido[3,4-b]pyrazin-2-amine ClC1=CC=C(C=C1)C1=C(N=CC2=NC=C(N=C21)NCC)OCC2=CC=C(C=C2)OC